NN1C=NC(=C2N3C(N=C12)N(C(N3C)=O)CCN3CCN(CC3)C3=CC=C(C=C3)C(C)(C)O)C3=NC=CC=C3 5-Amino-3-[2-[4-[4-(1-hydroxy-1-methyl-ethyl)phenyl]piperazin-1-yl]ethyl]-1-methyl-8-(2-pyridyl)-[1,2,4]triazolo[5,1-f]purin-2-one